CC1=NC(=CC=C1C1=C(C(=C(C#N)C(=C1N1C2=C(C3=CC=CC=C13)C=CN=C2)N2C1=C(C3=CC=CC=C23)C=CN=C1)N1C2=C(C3=CC=CC=C13)C=CN=C2)N2C1=C(C3=CC=CC=C23)C=CN=C1)C 4-(2,6-dimethylpyridin-3-yl)-2,3,5,6-tetrakis(9H-pyrido[3,4-b]indol-9-yl)benzonitrile